Nickel oxide ethyl-(E)-4-[2-[2-[2-[2-[2-[tert-butoxycarbonyl(methyl)amino]oxyethoxy]ethoxy]ethoxy]ethoxy]ethyl-methylamino]but-2-enoate C(C)OC(\C=C\CN(C)CCOCCOCCOCCOCCON(C)C(=O)OC(C)(C)C)=O.[Ni]=O